(S)-(2-chloro-5-(3,5-dimethyl-2,6-dioxo-4-thioxo-1,3,5-triazin-1-yl)-4-fluorobenzoyl)valine methyl ester COC([C@@H](NC(C1=C(C=C(C(=C1)N1C(N(C(N(C1=O)C)=S)C)=O)F)Cl)=O)C(C)C)=O